4,5-dimethyl-1-vinylnaphthalene CC1=CC=C(C2=CC=CC(=C12)C)C=C